2,3,4,5,6-Pentaethyl-phenol C(C)C1=C(C(=C(C(=C1CC)CC)CC)CC)O